ClC=1C(=NC(=NC1)NCCC1=NC=CC=C1)NC1=CC(=CC=C1)C(F)(F)F 5-chloro-N2-(2-(pyridin-2-yl)ethyl)-N4-(3-(trifluoromethyl)phenyl)pyrimidine-2,4-diamine